dihydro-1H-pyrrolo[3,4-c]pyridin-1-one C1(NCC=2C=NC=CC21)=O